S(=O)(=O)(O)CC.N[C@@H]([C@@H](C)CC)C(=O)OCCCCCCCCCCCCCCCC(C)C isostearyl isoleucinate esylate